NC=1C2=C(N=CN1)N(C=C2C2=CC(=C(C=C2C)NC(C(O)C2=CC(=CC=C2)F)=O)F)C N-(4-(4-amino-7-methyl-7H-pyrrolo[2,3-d]pyrimidin-5-yl)-2-fluoro-5-methylphenyl)-2-(3-fluorophenyl)-2-hydroxyacetamide